C(C)(C)(C)C=1SC=C(N1)C(=O)NC=1C=NC(=C(C1)NCC=1C(=NC(=NC1)SC)NC)Cl 2-(t-butyl)-N-(6-chloro-5-(((4-(methylamino)-2-(methylthio)pyrimidin-5-yl)methyl)amino)pyridin-3-yl)thiazole-4-carboxamide